FC(C(=CC=C)C(F)(F)F)(F)F 1,1-bis(trifluoromethyl)butadiene